(S)-2-((1-(2-(4-methoxypiperidin-1-yl)-3,6-dimethyl-4-oxo-3,4-dihydroquinazolin-8-yl)ethyl)amino)benzoic acid COC1CCN(CC1)C1=NC2=C(C=C(C=C2C(N1C)=O)C)[C@H](C)NC1=C(C(=O)O)C=CC=C1